C(=O)(O)C1=CC=C(C(=O)NC=2N=CC(=NC2)C=2CCNCC2)C=C1 4-[5-(4-Carboxy-benzoylamino)-pyrazin-2-yl]-3,6-dihydro-2H-pyridine